OCCOC1=CC=C(C=C1)C1(C2=CC=CC=C2C=2C=CC=CC12)C1=CC=C(C=C1)OCCO 9,9-bis[4-(2-Hydroxyethoxy)phenyl]fluorene